FC(C=1C=C(C=C(C1)C(F)(F)F)C1=NN(C=N1)C1=C(C(=NN1C1=CC=CC=C1)C)C=O)(F)F 5-(3-(3,5-bis(trifluoromethyl)phenyl)-1H-1,2,4-triazol-1-yl)-3-methyl-1-phenyl-1H-pyrazole-4-carbaldehyde